ClC=1C=C(C(=O)NC2=C3C(N(C=NC3=CC=C2)CC2=C(C=CC=C2)OC)=O)C=CC1O 3-chloro-4-hydroxy-N-(3-(2-methoxybenzyl)-4-oxo-3,4-dihydro-quinazolin-5-yl)benzamide